FC1(CCN(CC1)CCCCCCCSC1=C2CN(C(C2=C(C=C1)F)=O)C1C(NC(CC1)=O)=O)F 3-(4-((7-(4,4-difluoropiperidin-1-yl)heptyl)thio)-7-fluoro-1-oxoisoindolin-2-yl)piperidine-2,6-dione